FC([C@]12N(C=3C(=NN=C(C3)C3=C(C(=CC=C3)F)O)NC1)C[C@@H](C2)OC2=NC=C(C=O)C=C2)F 6-(((6aR,8R)-6a-(difluoromethyl)-2-(3-fluoro-2-hydroxyphenyl)-5,6,6a,7,8,9-hexahydropyrrolo[1',2':4,5]pyrazino[2,3-c]pyridazin-8-yl)oxy)nicotinaldehyde